C1(CC1)C(=O)NC1=NC=C(C(=O)NC([2H])([2H])[2H])C(=C1)NC=1C=NN2C=NC(=C(C21)OC)C(C(F)(F)F)C 6-(Cyclopropanecarboxamido)-4-((4-methoxy-5-(1,1,1-trifluoropropan-2-yl)pyrazolo[1,5-c]pyrimidin-3-yl)amino)-N-(methyl-d3)nicotinamide